7-bromo-4-((1R,5R,6R)-6-((tert-butyldimethylsilyl)oxy)-3-azabicyclo[3.2.1]octan-3-yl)-2-((2,6-dimethylenetetrahydro-1H-pyrrolizin-7a(5H)-yl)methoxy)-6,8-difluoroquinazoline BrC1=C(C=C2C(=NC(=NC2=C1F)OCC12CC(CN2CC(C1)=C)=C)N1C[C@H]2C[C@H]([C@@H](C1)C2)O[Si](C)(C)C(C)(C)C)F